C(CCCCCCCCCCCCC)(=O)OCC(O)CO Glyceryl monomyristate